C1(CC2C(CC1)O2)CC[SiH3] 2-(3,4-epoxycyclohexyl)ethylsilane